vinyltrioxyethyl-silane tetrahydro-2H-pyran-2-yl-methanesulfonate O1C(CCCC1)CS(=O)(=O)O.C(=C)OOOCC[SiH3]